NC1CN(CCC1)C1C(CC(C1)C1=CC=C(C=C1)F)C1=C(N=NN1)C#N [2-(3-amino-1-piperidinyl)-4-(4-fluorophenyl)cyclopentyl]triazole-4-carbonitrile